C(C1=CC=CC=C1)O[C@H]1CN(C[C@H](C1OCC1=CC=CC=C1)OCC1=CC=CC=C1)CC1CCN(CC1)C1=CC=CC=C1 (3s,4r,5r)-3,4,5-tris(benzyloxy)-1-((1-phenylpiperidin-4-yl)methyl)piperidine